Benzo[C][1,2]oxaborole-1(3H)-ol B1(OCC2=C1C=CC=C2)O